(S)-3-(3-(2-((2-formyl-3-hydroxyphenoxy)methyl)-pyrrolidine-1-carbonyl)-pyridin-2-yl)propanenitrile C(=O)C1=C(OC[C@H]2N(CCC2)C(=O)C=2C(=NC=CC2)CCC#N)C=CC=C1O